(R)-2-Methyl-N-(1-(naphthalen-1-yl)ethyl)-5-(piperidin-4-yloxy)benzamide CC1=C(C(=O)N[C@H](C)C2=CC=CC3=CC=CC=C23)C=C(C=C1)OC1CCNCC1